(E)-1-ethyl-3,3-dimethyl-indolin C(C)N1CC(C2=CC=CC=C12)(C)C